C1(CC1)N1C2(CC(C2)N2CC3=C(C=C(C=C3CC2)C(=O)OC)F)CCCC1 methyl 2-(5-cyclopropyl-5-azaspiro[3.5]nonan-2-yl)-8-fluoro-3,4-dihydro-1H-isoquinoline-6-carboxylate